2-(3-(2-(2-((2-(2,6-dioxopiperidin-3-yl)-1,3-dioxoisoindolin-5-yl)amino)ethoxy)ethoxy)phenyl)-N-(5-methyl-4-(1-(2-methylbenzoyl)indolin-5-yl)thiazol-2-yl)acetamide O=C1NC(CCC1N1C(C2=CC=C(C=C2C1=O)NCCOCCOC=1C=C(C=CC1)CC(=O)NC=1SC(=C(N1)C=1C=C2CCN(C2=CC1)C(C1=C(C=CC=C1)C)=O)C)=O)=O